7-(8-chloronaphthalen-1-yl)-N-methyl-2-(((S)-1-methylpyrrolidin-2-yl)methoxy)-N-((3R,5R)-5-methylpyrrolidin-3-yl)-5,6,7,8-tetrahydropyrido[3,4-d]pyrimidin-4-amine ClC=1C=CC=C2C=CC=C(C12)N1CC=2N=C(N=C(C2CC1)N([C@H]1CN[C@@H](C1)C)C)OC[C@H]1N(CCC1)C